[N+](=O)([O-])C1=C(C#N)C=CC=C1NC=1C=CC2=C(OC3=C2C=CC=C3)C1 2-nitro-3-(dibenzo[b,d]furan-3-ylamino)benzonitrile